4-[[3-[5-[2-(2-amino-3-pyridyl)-5-phenyl-imidazo[4,5-b]pyridin-3-yl]-2-pyridyl]azetidin-1-yl]methyl]cyclohexanecarboxylic acid NC1=NC=CC=C1C1=NC=2C(=NC(=CC2)C2=CC=CC=C2)N1C=1C=CC(=NC1)C1CN(C1)CC1CCC(CC1)C(=O)O